COC(C1=CC=C(C=C1)N1CCC(CC1)OC1=C(C=CC=C1)C)=O.CC1=C(OC2CCN(CC2)C2=CC=C(C(=O)NN)C=C2)C=CC=C1 4-(4-(2-methylphenoxy)piperidin-1-yl)benzohydrazide Methyl-4-(4-(2-methylphenoxy)piperidin-1-yl)benzoate